1-((8-((2'-fluoro-2-methyl-3'-(3-morpholinopropoxy)-[1,1'-biphenyl]-3-yl)amino)-1,7-naphthyridin-3-yl)methyl)piperidine-2-acetic acid FC1=C(C=CC=C1OCCCN1CCOCC1)C1=C(C(=CC=C1)NC=1N=CC=C2C=C(C=NC12)CN1C(CCCC1)CC(=O)O)C